CC1=CC(CC(C1)(C)C)=O 3,5,5-trimethylcyclohex-2-en-1-one